tert-butyl N-[(3S,4S)-1-{7-[6-(methoxymethoxy)-2,7-dimethylindazol-5-yl]-1,8-naphthyridin-3-yl}-4-methylpyrrolidin-3-yl]carbamate COCOC=1C(=CC2=CN(N=C2C1C)C)C1=CC=C2C=C(C=NC2=N1)N1C[C@H]([C@H](C1)C)NC(OC(C)(C)C)=O